diheptyl 7,7'-((3-aminopropyl)azanediyl)diheptanoate NCCCN(CCCCCCC(=O)OCCCCCCC)CCCCCCC(=O)OCCCCCCC